8-((2S,5R)-4-benzyl-2,5-diethylpiperazin-1-yl)-2-(hydroxymethyl)-5-methylimidazo[1,2-b]pyridazin-6(5H)-one C(C1=CC=CC=C1)N1C[C@@H](N(C[C@H]1CC)C=1C=2N(N(C(C1)=O)C)C=C(N2)CO)CC